tert-butyl 4-[(1r,3r)-3-[(3R)-4-[(3R)-2-(2,6-dioxopiperidin-3-yl)-3-methyl-1-oxo-3H-isoindol-5-yl]-3-methylpiperazin-1-yl]cyclobutoxy]piperidine-1-carboxylate O=C1NC(CC[C@H]1N1C(C2=CC=C(C=C2[C@H]1C)N1[C@@H](CN(CC1)C1CC(C1)OC1CCN(CC1)C(=O)OC(C)(C)C)C)=O)=O